tert-Butyl 2-azabicyclo[6.1.0]nonane-2-carboxylate C12N(CCCCCC2C1)C(=O)OC(C)(C)C